COCC(C)N(C=1SC=C(C1)NC)C N-(1-methoxyprop-2-yl)-2,4-dimethylaminothiophene